[Fe].[Zn].[Co] cobalt-zinc-iron